CN(C1=NC(=CC(=N1)C(=O)NC(C(=O)O)\C=C\C(C)(C)C)C)C (E)-2-[2-(dimethylamino)-6-methyl-4-pyrimidinylcarbonylamino]-5,5-dimethyl-3-hexenoic acid